N-(3,3-Difluoro-2-hydroxycyclohexyl)-2-(1-methyl-1H-pyrazol-4-yl)-6-[4-(trifluoromethoxy)phenyl]pyrimidin FC1(C(C(CCC1)N1C(N=CC=C1C1=CC=C(C=C1)OC(F)(F)F)C=1C=NN(C1)C)O)F